O=C(CCC(=O)O)NCCC1=CC=CC=C1 4-Oxo-4-[(2-phenylethyl)amino]butyric acid